2,6-dimethylphenyl-bis(methoxymethyl)silane methyl-2-(1-hydroxyethyl)acrylate COC(C(=C)C(C)O)=O.CC1=C(C(=CC=C1)C)[SiH](COC)COC